N[C@@H](CCCN)C(=O)NCC(=O)NCC(=O)NC(CCCCCCCCCCCCCCCCC)CCCCCCCCCCCCCCCCC L-Ornithylglycyl-N-(1-heptadecyloctadecyl)glycinamide